CCOC(=O)NCCOC1=CC=C(C=C1)OC2=CC=CC=C2 The molecule is a carbamate ester that is the O-ethyl carbamate of 2-(4-phenoxyphenoxy)ethylamine. It has a role as a juvenile hormone mimic, an environmental contaminant, a xenobiotic and an insecticide. It is an aromatic ether and a carbamate ester. It derives from a 4-phenoxyphenol.